N-(4-bromo-2-fluoro-phenyl)-N-(2-cyclopropyl-2-oxoethyl)carboxamide BrC1=CC(=C(C=C1)N(C=O)CC(=O)C1CC1)F